[SiH3]O[SiH2]O[SiH2]O[SiH3] TetraSiloxane